7-(cyclohexyloxy)-N-(4-(4-methylpiperazin-1-yl)phenyl)-5-((triisopropylsilyl)ethynyl)pyrido[2,3-d]pyrimidin-2-amine C1(CCCCC1)OC=1C=C(C2=C(N=C(N=C2)NC2=CC=C(C=C2)N2CCN(CC2)C)N1)C#C[Si](C(C)C)(C(C)C)C(C)C